zirconium isobutoxide CC(C)C[O-].[Zr+4].CC(C)C[O-].CC(C)C[O-].CC(C)C[O-]